ClC1=C(C=C(OCCCC/C(/C(=O)[O-])=C(/C(CC(C(=O)[O-])(F)F)CCC(C)C)\C)C=C1)C (Z)-2-(4-(4-chloro-3-methylphenoxy)butyl)-6,6-difluoro-4-isopentyl-3-methylhept-2-enedioate